(R)-N-(1-(2-chloro-3-(2-hydroxyethoxy)phenyl)-1,4,5,7-tetrahydropyrano[3,4-c]pyrazol-4-yl)-5,6,7,8-tetrahydroimidazo[1,5-a]pyridine-1-carboxamide ClC1=C(C=CC=C1OCCO)N1N=CC2=C1COC[C@@H]2NC(=O)C=2N=CN1C2CCCC1